3,6-dichloro-4-(1-methyl-1H-pyrazol-5-yl)pyridazine ClC=1N=NC(=CC1C1=CC=NN1C)Cl